ClC=1C(=NC=C(C1)COCCC)C1=CC=C(C=C1)OC 3-chloro-2-(4-methoxyphenyl)-5-(propoxymethyl)pyridine